BrC=1C=C(C=CC1)C1=CC(=NN1)C=1C=NC(=NC1)N(C)C 5-[5-(3-bromophenyl)-1H-pyrazol-3-yl]-N,N-dimethylpyrimidin-2-amine